7-fluoro-9-methoxy-1,2-dihydro-4H-pyrrolo[3,2,1-ij]quinoline FC1=C2C=CCN3C2=C(C(=C1)OC)CC3